COC1=CC=C(C=C1)CN1N=C(C=C1)NC(OC(C)(C)C)=O tert-butyl N-{1-[(4-methoxyphenyl)methyl]-1H-pyrazol-3-yl}carbamate